perfluorodecyl-fluorocarbon FC(C(C(C(C(C(C(C(C(C(F)(F)F)(F)F)(F)F)(F)F)(F)F)(F)F)(F)F)(F)F)(F)F)([C]F)F